BrC1=C2C=NNC2=C(C(=C1Cl)F)C1CC(CC1)Br 4-bromo-7-(3-bromocyclopentyl)-5-chloro-6-fluoro-1H-indazole